(R)-3-(3-cyano-4-fluorophenyl)-1-(8,9-difluoro-3-methyl-6-oxo-1,2,3,4,5,6-hexahydrobenzo[c][1,7]naphthyridin-1-yl)-1-methylurea C(#N)C=1C=C(C=CC1F)NC(N(C)[C@@H]1C=2C3=C(C(NC2CN(C1)C)=O)C=C(C(=C3)F)F)=O